FC1=CC=C(C=C1)C1=CC(=C(C=N1)CNC(C=C)=O)C1=NN(C=C1)CC1=CN(C(C=C1)=O)C N-((6-(4-fluorophenyl)-4-(1-((1-methyl-6-oxo-1,6-dihydropyridin-3-yl)methyl)-1H-pyrazol-3-yl)pyridin-3-yl)methyl)acrylamide